C(CCC)C=1NC2=C(C(=NC(=C2SC2=CC=C(C=C2)CN(C)C)C)N)N1 2-Butyl-7-[4-[(dimethylamino)methyl]phenyl]sulfanyl-6-methyl-1H-imidazo[4,5-c]pyridin-4-amine